(2S)-2-(3-methyl-5-oxo-1-phenyl-4,5-dihydro-1H-pyrazole-4-carboxamido)propionic acid CC1=NN(C(C1C(=O)N[C@H](C(=O)O)C)=O)C1=CC=CC=C1